CC1=CC=C(C=C1)S(=O)(=O)OC=1C=C(C=CC1)NC(=O)NC1=CC(=CC=C1)OS(=O)(=O)CC1=CC=C(C=C1)OC N-[3-(p-toluenesulfonyloxy)phenyl]-N'-[3-(p-methoxybenzylsulfonyloxy)phenyl]urea